C1(CCCC1)C1=NC2=NC=NC(=C2N1)NC(CC1=CC(=CC(=C1)C1=CC(=NC=C1)OC)F)=O N-(8-cyclopentyl-7H-purin-6-yl)-2-(3-fluoro-5-(2-methoxypyridin-4-yl)phenyl)acetamide